[4-(9-amino-5,6,7,8-tetrahydroacridin-2-yl)pyridin-2-yl]acetamide NC=1C=2CCCCC2N=C2C=CC(=CC12)C1=CC(=NC=C1)CC(=O)N